N1(N=CN=C1)CC1=CC=C(N[N+]#N)C=C1 4-[1H-1,2,4-triazole-1-ylmethyl]anilinediazonium